C(C1=CC=CC=C1)OC1=CC=CC2=CC=CC=C12 Benzyl-naphthylether